C(C)(=O)N1CC(C1)C(=O)O 1-ACETYL-3-AZETIDINECARBOXYLIC ACID